NC=1C=2N(C=CN1)C(=NC2C2=CC=C(C(=O)NC1=NC=CC=C1)C=C2)[C@H]2N(CCCC2)C(\C=C\CN(C)C)=O (S,E)-4-(8-amino-3-(1-(4-(dimethylamino)but-2-enoyl)piperidin-2-yl)imidazo[1,5-a]pyrazin-1-yl)-N-(pyridin-2-yl)benzamide